1-[(tert-butoxy)carbonyl]-4-methylpiperidine-3-carboxylic acid C(C)(C)(C)OC(=O)N1CC(C(CC1)C)C(=O)O